O\N=C\1/C(C2=CC(=CC=C2C1)C=1C=NC(=NC1)OC)=O (2Z)-2-(hydroxyimino)-6-(2-methoxypyrimidin-5-yl)-2,3-dihydro-1H-inden-1-one